tert-butyl ((1S,2R)-2-((7-(4,4,5,5-tetramethyl-1,3,2-dioxaborolan-2-yl)pyrrolo[2,1-f][1,2,4]triazin-2-yl)amino)cyclohexyl)carbamate CC1(OB(OC1(C)C)C1=CC=C2C=NC(=NN21)N[C@H]2[C@H](CCCC2)NC(OC(C)(C)C)=O)C